C(#N)C(C)(C)NC(=O)C=1C=NN2C1N=C(C=C2)N2[C@H](CCC2)C=2C=NC=C(C2)F (R)-N-(2-cyanopropan-2-yl)-5-(2-(5-fluoropyridin-3-yl)pyrrolidin-1-yl)pyrazolo[1,5-a]pyrimidine-3-carboxamide